2-(aminomethoxy)acetic acid NCOCC(=O)O